2-(4-fluorophenyl)-3-(trifluoromethyl)naphthalene FC1=CC=C(C=C1)C1=CC2=CC=CC=C2C=C1C(F)(F)F